2-((2-(3-chloro-4-hydroxy-5-methylphenyl)pyrimidin-5-yl)methoxy)-5-(4-(trifluoromethyl)-1H-pyrrol-2-yl)pyridin-4-ol ClC=1C=C(C=C(C1O)C)C1=NC=C(C=N1)COC1=NC=C(C(=C1)O)C=1NC=C(C1)C(F)(F)F